(S)-(-)-1-amino-2-(methoxymethyl)pyrrolidine COC[C@@H]1CCCN1N